C(CCCCCCC)OC1=CC=C(C=C1)C1=C(C=CC=C1)I 4-octyloxyphenyl-phenyl iodide